7-(4-(3-phenoxybenzoyl)piperazin-1-yl)quinolin-2(1H)-one O(C1=CC=CC=C1)C=1C=C(C(=O)N2CCN(CC2)C2=CC=C3C=CC(NC3=C2)=O)C=CC1